O1C(=NC2=C1C=CC=C2)C2(CCN(CC2)C2=C(C(N(C1=CC(=CC=C21)Cl)C)=O)C#N)C 4-[4-(1,3-Benzooxazol-2-yl)-4-methylpiperidin-1-yl]-7-chloro-1-methyl-2-oxo-1,2-dihydroquinoline-3-carbonitrile